C1CCC12N(CCC2)CC(=O)NC=2C=C(C(=NC2)C)NC(=O)C=2C=C1C(=NC2)NC(=C1)C=1C(=NN(C1)C)OC N-(5-(2-(5-azaspiro[3.4]octan-5-yl)acetamido)-2-methylpyridin-3-yl)-2-(3-methoxy-1-methyl-1H-pyrazol-4-yl)-1H-pyrrolo[2,3-b]pyridine-5-carboxamide